NC1=NN2C(C=C(C=C2)C=2C=C(C(=NC2)OC)C(=O)NCC2=C(C=CC=C2F)OCC2CC2)=N1 5-{2-amino-[1,2,4]triazolo[1,5-a]pyridin-7-yl}-N-{[2-(cyclopropylmethoxy)-6-fluorophenyl]methyl}-2-methoxypyridine-3-carboxamide